(3R,8S,9S,10R,13R,14S,17R)-17-[(1R)-1,5-dimethylhexyl]-10,13-dimethyl-2,3,4,7,8,9,11,12,14,15,16,17-dodecahydro-1H-cyclopenta[a]phenanthren-3-ol C[C@H](CCCC(C)C)[C@H]1CC[C@H]2[C@@H]3CC=C4C[C@@H](CC[C@@]4([C@H]3CC[C@]12C)C)O